The molecule is a dibenzoazepine, a member of monochlorobenzenes, a tertiary amino compound and an aromatic ketone. It has a role as an antidepressant. CN(CCCN1C2=CC=CC=C2CCC3=CC=CC=C31)CC(=O)C4=CC=C(C=C4)Cl